C1(CC1)C#CC=1C=CC(=C(N)C1)F 5-(cyclopropylethynyl)-2-fluoroaniline